BrCC=1C(=NC=CC1Cl)Cl (bromomethyl)-2,4-dichloropyridine